5-(4-((4-chlorophenyl)amino)quinazolin-6-yl)-1-methylpyridin-2(1H)-one ClC1=CC=C(C=C1)NC1=NC=NC2=CC=C(C=C12)C=1C=CC(N(C1)C)=O